FC(C(C)(O)C1=CC(=CC=C1)NC=1C2=C(N=C(N1)NC=1C=NN(C1)C1CCN(CC1)C)SC=C2C)(F)F 1,1,1-trifluoro-2-(3-((5-methyl-2-((1-(1-methylpiperidin-4-yl)-1H-pyrazol-4-yl)amino)thieno[2,3-d]pyrimidin-4-yl)amino)phenyl)propan-2-ol